(S)-(-)-β-hydroxy-γ-butyrolactone O[C@H]1CC(=O)OC1